4-(((7-((R)-8-ethynyl-7-fluoronaphthalen-1-yl)-8-fluoro-4-((R)-3-hydroxy-3-methylpiperidin-1-yl)-6-nitroquinazolin-2-yl)oxy)methyl)tetrahydro-2H-pyran C(#C)C=1C(=CC=C2C=CC=C(C12)C1=C(C=C2C(=NC(=NC2=C1F)OCC1CCOCC1)N1C[C@](CCC1)(C)O)[N+](=O)[O-])F